[(3S)-3-piperidyl]methyl 5-[[4-[[2-(6-methyl-2-pyridyl)pyrimidin-4-yl]amino]pyrimidin-2-yl]amino]pyridine-2-carboxylate CC1=CC=CC(=N1)C1=NC=CC(=N1)NC1=NC(=NC=C1)NC=1C=CC(=NC1)C(=O)OC[C@@H]1CNCCC1